beta-naphthylpropyl-ammonium C1(=CC=CC2=CC=CC=C12)C(C[NH3+])C